CC1=NC(=CC(=C1)OC1CN(CCC1)CC1=C(N=C(S1)NC(C)=O)F)C N-(5-((3-((2,6-dimethylpyridin-4-yl)oxy)piperidin-1-yl)methyl)-4-fluorothiazol-2-yl)acetamide